6-chloro-N-[rac-1-[(2,4-dimethylphenyl)methyl]-2-(1,3-dioxoisoindolin-2-yl)oxy-ethyl]-3-[3-(trifluoromethyl)phenoxy]pyridazine-4-carboxamide ClC1=CC(=C(N=N1)OC1=CC(=CC=C1)C(F)(F)F)C(=O)N[C@@H](CON1C(C2=CC=CC=C2C1=O)=O)CC1=C(C=C(C=C1)C)C |r|